O=C1N(N=C2N1CCCC2)CC2=C(C=C(C(=C2)F)F)F (5RS)-3-Oxo-2-(2,4,5-trifluorobenzyl)-2,3,5,6,7,8-hexahydro[1,2,4]triazolo[4,3-a]pyridin